4-bromopentyl butyloxymethyl ether C(CCC)OCOCCCC(C)Br